C1(CC1)N(CC[C@@H](C(=O)O)NC(=O)OCC1=CC(=C(C=C1)F)F)CCCCC1=NC=2NCCCC2C=C1 (S)-4-(cyclopropyl(4-(5,6,7,8-tetrahydro-1,8-naphthyridin-2-yl)butyl)amino)-2-((((3,4-difluorobenzyl)oxy)carbonyl)amino)butanoic acid